N-[2-[2-(2-aminoethoxy)ethoxy]ethyl]carbamic acid tert-butyl ester C(C)(C)(C)OC(NCCOCCOCCN)=O